6-(1-(pyrrolidin-3-yl)-1H-pyrazol-4-yl)pyrazolo[1,5-a]pyridine-3-carbonitrile N1CC(CC1)N1N=CC(=C1)C=1C=CC=2N(C1)N=CC2C#N